[Si](C1=CC=CC=C1)(C1=CC=CC=C1)(C(C)(C)C)OCC1CCC(CC1)OCCOS(=O)(=O)C1=CC=C(C=C1)C.C(C1=CC=CC=C1)OC=1C=C(OC[C@@H]2OC2)C=CC1OCC1=CC=CC=C1 R-2-((3,4-bis(benzyloxy)phenoxy)methyl)oxirane 2-[4-[[tert-butyl(diphenyl)silyl]oxymethyl]cyclohexoxy]ethyl-4-methylbenzenesulfonate